1-(7-((2,6-dioxopiperidin-3-yl)carbamoyl)benzo[d][1,3]dioxolan-4-yl)pyrrole O=C1NC(CCC1NC(=O)C1=CC=C(C2=C1OCO2)N2C=CC=C2)=O